((3-(4-chloro-1-methyl-1H-pyrazol-5-yl)-5-cyclopropylisoxazol-4-yl)methoxy)bicyclo[2.2.2]octane-1-carboxylic acid methyl ester COC(=O)C12C(CC(CC1)CC2)OCC=2C(=NOC2C2CC2)C2=C(C=NN2C)Cl